sodium methyl alpha-sulfolaurate S(=O)(=O)(O)C(C(=O)OC)CCCCCCCCCC.[Na]